tert-Butyl 3-acetyl-5-benzyloxy-piperidine-1-carboxylate C(C)(=O)C1CN(CC(C1)OCC1=CC=CC=C1)C(=O)OC(C)(C)C